BrC=1C(=NC(=NC1)NC1=C(C=C(C(=C1)C)N1CCC(CC1)N1CCN(CC1)C)OC)NC1=CC=CC=2OCOC(C21)C(C)(C)O 2-(5-((5-Bromo-2-((2-methoxy-5-methyl-4-(4-(4-methylpiperazin-1-yl)piperidin-1-yl)Phenyl)amino)pyrimidin-4-yl)amino)benzo[d][1,3]dioxin-4-yl)propan-2-ol